ClC1=C(C=C2C(C(NC2=C1)=O)=C(O)C1=CC(=NS1)C)C1=CC=C(C=C1)C1(CC1)CO 6-Chloro-5-[4-(1-hydroxymethyl-cyclopropyl)-phenyl]-3-[1-hydroxyl-(3-methyl-isothiazol-5-yl)-methylidene]-1,3-dihydro-indol-2-one